4-((trisisopropylsilyl)ethyl)benzaldehyde C(C)(C)[Si](C(C)C)(C(C)C)CCC1=CC=C(C=O)C=C1